(13R)-17-fluoro-13-methyl-8,14-dioxa-10,19,20-triazatetracyclo[13.5.2.12,6.018,21]tricosa-1(20),2(23),3,5,15(22),16,18(21)-heptaen-9-one FC1=CC=2O[C@@H](CCNC(OCC3=CC=CC(C4=NNC1=C4C2)=C3)=O)C